8-(benzyloxy)-7-fluoro-4,5-dihydroimidazo[1,5-a]quinoline-3-carboxylic acid C(C1=CC=CC=C1)OC1=C(C=C2CCC=3N(C2=C1)C=NC3C(=O)O)F